1'-(5-(1-(aminomethyl)-4-oxo-3,4-dihydro-phthalazin-6-yl)pyridin-3-yl)spiro[cyclopropane-1,3'-indoline]-2'-one NCC1=NNC(C2=CC(=CC=C12)C=1C=C(C=NC1)N1C(C2(C3=CC=CC=C13)CC2)=O)=O